2-chloro-4-(5-(cyanomethyl)-2-(2-methoxy-2-oxoethyl)-4-(4-methoxybenzyl)piperazin-1-yl)-5,6-dihydropyrido[3,4-d]pyrimidine-7(8H)-carboxylic acid tert-butyl ester C(C)(C)(C)OC(=O)N1CC=2N=C(N=C(C2CC1)N1C(CN(C(C1)CC#N)CC1=CC=C(C=C1)OC)CC(=O)OC)Cl